distearate barium [Ba+2].C(CCCCCCCCCCCCCCCCC)(=O)[O-].C(CCCCCCCCCCCCCCCCC)(=O)[O-]